but-3-yn-1-yl {6-[({[(Z)-(1-methyl-1H-tetrazol-5-yl) (phenyl)methylene]amino}oxy)methyl]pyridin-2-yl}carbamate CN1N=NN=C1\C(\C1=CC=CC=C1)=N/OCC1=CC=CC(=N1)NC(OCCC#C)=O